3-(4-amino-1,2,5-oxadiazol-3-yl)-4-(3-(trifluoromethyl)phenyl)-1,2,4-oxadiazol-5(4H)-one NC=1C(=NON1)C1=NOC(N1C1=CC(=CC=C1)C(F)(F)F)=O